C(C)OC(CC/C=C/COC[C@]1(C[C@H](NC1)C(=O)OCC1=CC=CC=C1)F)=O benzyl (2s,4r)-4-((((E)-6-ethoxy-6-oxohex-2-en-1-yl) oxy) methyl)-4-fluoropyrrolidine-2-carboxylate